tri-o-phenylene bisborate B12OC3=C(C=CC=C3)OB(OC3=C(C=CC=C3)O1)OC1=C(C=CC=C1)O2